Cl.N1[C@H](CCC1)C(C)NC(=O)C1=CN(CCS1)C=1C2=C(N=CN1)NC=C2 N-(1-((R)-pyrrolidin-2-yl)ethyl)-4-(7H-pyrrolo[2,3-d]pyrimidin-4-yl)-3,4-dihydro-2H-1,4-thiazine-6-carboxamide hydrochloride